C1C2(CCC3=CC(=CC=C13)O)CCCC2 3',4'-dihydro-1'H-spiro[cyclopentane-1,2'-naphthalene]-6'-ol